(S,E)-N-[3-(4-chloro-2-fluoro-phenoxy)propylidene]-2-methyl-propane-2-sulfinamide ClC1=CC(=C(OCC\C=N\[S@@](=O)C(C)(C)C)C=C1)F